FC1=CC(=C(C=C1)N1CN(C(C2=CC=C(C=C12)C(F)(F)F)=O)C=1C=C(C=CC1)S(=O)(=O)CCC(=O)OC)C methyl 3-((3-(1-(4-fluoro-2-methylphenyl)-4-oxo-7-(trifluoromethyl)-1,4-dihydroquinazolin-3(2H)-yl)phenyl)sulfonyl)propanoate